BrC1=CC2=CN(N=C2C=C1OC)C1CCC2(CC(N(C2)C)=O)CC1 8-(5-bromo-6-methoxy-2H-indazol-2-yl)-2-methyl-2-azaspiro[4.5]decan-3-one